4-(2-(4-(2-(piperidin-1-yl)ethoxy)-phenyl)-1H-pyrrolo[2,3-b]pyridin-5-yl)-N-(2,2,2-trifluoroethyl)-thiophene-2-carboxamide N1(CCCCC1)CCOC1=CC=C(C=C1)C1=CC=2C(=NC=C(C2)C=2C=C(SC2)C(=O)NCC(F)(F)F)N1